methyl (E)-2-(cyclopropanecarbonyl)-3-(dimethylamino)acrylate C1(CC1)C(=O)/C(/C(=O)OC)=C\N(C)C